C1=NC=C(C2=CC=CC=C12)N1C(N(CC1C#N)C1=CC(N(C=C1)C)=O)=O 3-(isoquinolin-4-yl)-1-(1-methyl-2-oxo-1,2-dihydropyridin-4-yl)-2-oxoimidazolidine-4-carbonitrile